copper-zinc-lead-cadmium [Cd].[Pb].[Zn].[Cu]